[N+](=O)([O-])C1=CC=C(CSC=2N(C(=NN2)CN2C3=CC=CC=C3C=3C=CC=CC23)C2=CC=CC=C2)C=C1 9-((5-((4-nitrobenzyl)thio)-4-phenyl-4H-1,2,4-triazol-3-yl)methyl)-9H-carbazole